tert-butyl N-[(3R)-1-(1-acetylindolin-5-yl)sulfonylpyrrolidin-3-yl]carbamate C(C)(=O)N1CCC2=CC(=CC=C12)S(=O)(=O)N1C[C@@H](CC1)NC(OC(C)(C)C)=O